1-((4-phenoxybutyryl)glycyl)-4-(m-tolyl)pyrrolidine-2-carboxamide O(C1=CC=CC=C1)CCCC(=O)NCC(=O)N1C(CC(C1)C=1C=C(C=CC1)C)C(=O)N